CC1=C(C=NN1CC(C)(C)C)C=1C(=NC(=CC1)N1CC2=C(C=CC=C2CC1)C(NC=1SC2=NC=CC=C2N1)=O)C(=O)NS(=O)(=O)CCCCCC(=O)O 6-(N-(3-(5-methyl-1-neopentyl-1H-pyrazol-4-yl)-6-(8-(thiazolo[5,4-b]pyridin-2-ylcarbamoyl)-3,4-dihydroisoquinolin-2(1H)-yl)picolinoyl)sulfamoyl)hexanoic acid